C1(CC1)N(C1CCC1)CCC1=CNC2=CC=C(C=C12)F N-cyclopropyl-N-[2-(5-fluoro-1H-indol-3-yl)ethyl]cyclobutanamine